ethyl 4-(4-(4-chloro-3-(3-methylimidazo[1,2-a]pyridin-2-yl) phenyl) piperazin-1-yl)-4-oxobutanoate ClC1=C(C=C(C=C1)N1CCN(CC1)C(CCC(=O)OCC)=O)C=1N=C2N(C=CC=C2)C1C